C(CCCCC)[Al](CCCCCC)CCCCCC trihexyl-aluminum